3-(tert-butylperoxy)-3-ethylbutane C(C)(C)(C)OOC(CC)(C)CC